(R)-1-(4-chlorophenyl)-N-((1R,2R)-1-(5-fluoro-2,3-dihydrobenzo[b][1,4]dioxin-6-yl)-1-hydroxy-3-(pyrrolidin-1-yl)propan-2-yl)pyrrolidine-3-carboxamide ClC1=CC=C(C=C1)N1C[C@@H](CC1)C(=O)N[C@@H]([C@H](O)C1=C(C2=C(OCCO2)C=C1)F)CN1CCCC1